(S)-1-(chloromethyl)-2,3-dihydro-1H-benzo[e]indole-5-yl-(cis)-hexahydro-[1,2]dithiino[4,5-b]pyrazine dihydrochloride Cl.Cl.ClCC1CNC=2C=C(C3=C(C12)C=CC=C3)N3C=1[C@H](NCC3)CSSC1